1-(2-(2,6-dioxopiperidin-3-yl)-7-methoxy-3-oxoisoindolin-5-yl)piperidine-4-carbaldehyde O=C1NC(CCC1N1CC2=C(C=C(C=C2C1=O)N1CCC(CC1)C=O)OC)=O